[NH4+].[N+](=O)([O-])C=CC1=CC=CC=C1 beta-nitrostyrene Ammonium